N=1N=CN2C1N=CC(=C2)C(=O)N2C(CN(CC2)[C@@H](C(=O)NC2=NC=C(N=C2)OC2=C(C=C(C=C2)F)F)C)(C)C (R)-2-(4-([1,2,4]triazolo[4,3-a]pyrimidine-6-carbonyl)-3,3-dimethylpiperazin-1-yl)-N-(5-(2,4-difluorophenoxy)pyrazin-2-yl)propanamide